(3S,4R)-4-((5-chloro-4-(2-(1-methylpiperidin-4-yl)oxazol-5-yl)pyridin-2-yl)amino)tetrahydro-2H-pyran-3-ol ClC=1C(=CC(=NC1)N[C@H]1[C@@H](COCC1)O)C1=CN=C(O1)C1CCN(CC1)C